7-Methyl-2-((6-methylbenzo[c][1,2,5]thiadiazol-5-yl)amino)-9-(tetrahydro-2H-pyran-4-yl)-7,9-dihydro-8H-purin-8-one CN1C(N(C2=NC(=NC=C12)NC1=CC=2C(=NSN2)C=C1C)C1CCOCC1)=O